P(=O)(OCN1N=CC(=C1)C=1SC=C(N1)C(NC=1C(=NN(C1)[C@@H]1CC[C@H](CC1)OCC)C1=NC=CC=N1)=O)(O)[O-] ((4-(4-((1-(trans-4-ethoxycyclohexyl)-3-(pyrimidin-2-yl)-1H-pyrazol-4-yl) carbamoyl) thiazol-2-yl)-1H-pyrazol-1-yl) methyl) hydrogen phosphate